5-methyl-N-[rac-(1S)-1-[[(3-amino-3-oxo-propyl)-[rac-(2S)-2-chloro-2-fluoro-acetyl]amino]carbamoyl]-3-methyl-butyl]isoxazole-3-carboxamide CC1=CC(=NO1)C(=O)N[C@@H](CC(C)C)C(NN(C([C@@H](F)Cl)=O)CCC(=O)N)=O |r|